4-bromo-5-[4-(3-methoxy-benzenesulfonyl)-piperazin-1-yl]-benzofuran-2-carboxylic acid BrC1=C(C=CC2=C1C=C(O2)C(=O)O)N2CCN(CC2)S(=O)(=O)C2=CC(=CC=C2)OC